3-[(4-Chlorophenoxy)methyl]pyrrolidine ClC1=CC=C(OCC2CNCC2)C=C1